4-amino-1-(3,3,3-trifluoropropyl)-1H-pyrazole-5-carbonitrile NC=1C=NN(C1C#N)CCC(F)(F)F